CC=1C=C(C=C(C1)C)C(C#N)CC1=CC=CC=C1 2-(3,5-dimethylphenyl)-3-phenylpropionitrile